10-chloro-N-(2,4-difluorobenzyl)-4-hydroxy-3,5-dioxo-3,5,8,13-tetrahydro-7H-6,13-methanobenzo[g]pyrido[1,2-a][1,4]diazonine-2-carboxamide ClC=1C=CC2=C(CCN3C(C=4N(C2C3)C=C(C(C4O)=O)C(=O)NCC4=C(C=C(C=C4)F)F)=O)C1